ClC=1C=C(C=CC1[C@@H](CC(C)(C)C)C)[C@@]1(NC(N(C=C1C(C)C)CCC(=O)O)=O)C 3-{(S)-4-[3-chloro-4-((R)-1,3,3-trimethyl-butyl)-phenyl]-5-isopropyl-4-methyl-2-oxo-3,4-dihydro-2H-pyrimidin-1-yl}-propionic acid